C1(=CC=CC=C1)C=1NC=NC1 4-phenyl-3H-imidazole